C(OC1=CC=NC2=CC=CC=C12)(OCC1=CC=C(C=C1)OC=CC[Se]C1=CC=CC=C1)=O quinolin-4-yl (4-((3-(phenylseleno) prop-1-en-1-yl) oxy) benzyl) carbonate